2-chloro-N-(2,6-dimethylphenyl)-N-(2-methoxyethyl)acetamide ClCC(=O)N(CCOC)C1=C(C=CC=C1C)C